9-[3-(difluoromethyl)-1-bicyclo[1.1.1]pentanyl]-2,3-dimethyl-7-[(2S,4R)-2-[1-(oxetan-3-yl)pyrazol-4-yl]tetrahydropyran-4-yl]pyrazino[1,2-a]pyrimidin-4-one FC(C12CC(C1)(C2)C2=NC(=CN1C2=NC(=C(C1=O)C)C)[C@H]1C[C@H](OCC1)C=1C=NN(C1)C1COC1)F